ethyl 1-[1-(5-oxo-4H-1,2,4-oxadiazol-3-yl) cyclobutyl]-5-tetrahydropyran-4-yl-indole-2-carboxylate O=C1NC(=NO1)C1(CCC1)N1C(=CC2=CC(=CC=C12)C1CCOCC1)C(=O)OCC